Tert-butyl (1R,2S)-2-[1-(tert-butoxycarbonyl)-3-{[2-(3-hydroxyazetidin-1-yl)-5-methoxypyrimidin-4-yl]amino}indazol-6-yl]-5'-methoxy-2'-oxospiro[cyclopropane-1,3'-indole]-1'-carboxylate C(C)(C)(C)OC(=O)N1N=C(C2=CC=C(C=C12)[C@@H]1C[C@@]12C(N(C1=CC=C(C=C21)OC)C(=O)OC(C)(C)C)=O)NC2=NC(=NC=C2OC)N2CC(C2)O